7,8,9,10-tetrahydronaphthacene-5,12-dione C1=CC=CC=2C(C3=CC=4CCCCC4C=C3C(C12)=O)=O